3-((3-aminopyrrolidin-1-yl)methyl)benzonitrile NC1CN(CC1)CC=1C=C(C#N)C=CC1